Cl.N[C@H]1C(N(OC1)CC1=CC=C(C=C1)F)=O (R)-4-amino-2-(4-fluorobenzyl)isoxazolidin-3-one hydrochloride